tert-butyl ((2-cyano-6-(4-fluorophenyl)pyridin-3-yl)methyl)carbamate C(#N)C1=NC(=CC=C1CNC(OC(C)(C)C)=O)C1=CC=C(C=C1)F